FC=1CC2(CCN(CC2)C(=O)OC(C)(C)C)CCC1B1OC(C(O1)(C)C)(C)C tert-butyl 8-fluoro-9-(tetramethyl-1,3,2-dioxaborolan-2-yl)-3-azaspiro[5.5]undec-8-ene-3-carboxylate